CS(=O)(=O)N1CCN(CC1)C=1C=NC(=CC1)[N+](=O)[O-] 1-(Methylsulfonyl)-4-(6-nitropyridin-3-yl)piperazine